tert-butyl 4-(6-bromo-3-cyanopyrazolo[1,5-a]pyridin-4-yl)-1,4-diazacycloheptane-1-carboxylate BrC=1C=C(C=2N(C1)N=CC2C#N)N2CCN(CCC2)C(=O)OC(C)(C)C